COC(=O)C1(N(C2=CC=CC=C2C1)C(=O)OC(C)(C)C)CCNC1=CC=C(C=C1)Br 2-(2-((4-bromophenyl)amino)ethyl)indoline-1,2-dicarboxylic acid 1-tert-butyl 2-methyl ester